N[C@@H](C(=O)NCCOCCOCCOCCOC1=CC=C(C=C1)C=1N=NC(=NN1)C)CC1=CC(=C(C=C1)O)O |r| (±)-2-amino-3-(3,4-dihydroxyphenyl)-N-(2-(2-(2-(2-(4-(6-methyl-1,2,4,5-tetrazin-3-yl)phenoxy)ethoxy)ethoxy)ethoxy)ethyl)propanamide